N1=CC(=CC2=NC=CC=C12)C=O (1,5-naphthyridin-3-yl)methanone